N1C=NC2=C1C=C(C=C2)CN(C2=CC(=CC=C2)OCCOCCOC2=CC(=CC=C2)OC)CC2=CC(=CC=C2)OC N-((1H-benzo[d]imidazol-6-yl)methyl)-N-(3-methoxybenzyl)-3-(2-(2-(3-methoxyphenoxy)ethoxy)ethoxy)aniline